(3-{[2-(4-chlorophenyl)imidazo[1,2-a]pyrimidin-3-yl]methyl}-3,8-diazabicyclo[3.2.1]oct-8-yl)[4-(trifluoromethyl)-1,3-thiazol-2-yl]methanone ClC1=CC=C(C=C1)C=1N=C2N(C=CC=N2)C1CN1CC2CCC(C1)N2C(=O)C=2SC=C(N2)C(F)(F)F